C=CC(C=CC=C)O 1,4,6-Heptatrien-3-ol